ClC1=CC(=C(C=C1)NC([C@H](C(C)(C)C)NC(OC)=O)=O)C(N[C@H](C(C(=O)NC1CC1)=O)CCC(C)(F)F)=O Methyl ((S)-1-((4-chloro-2-(((S)-1-(cyclopropylamino)-6,6-difluoro-1,2-dioxoheptan-3-yl)carbamoyl)phenyl)amino)-3,3-dimethyl-1-oxobutan-2-yl)carbamate